FC=C(C(F)(F)F)C(F)(F)F heptafluoroisobutylene